5-fluoro-3-hydroxyquinazoline-2,4(1H,3H)-dione FC1=C2C(N(C(NC2=CC=C1)=O)O)=O